(6R)-6-(4-{3-[1-(4-cyanobutyl)-1H-pyrazol-4-yl]pyridin-2-yl}piperazin-1-yl)-2-azaspiro[3.4]octane-2-carboxylic acid ethyl ester C(C)OC(=O)N1CC2(C1)C[C@@H](CC2)N2CCN(CC2)C2=NC=CC=C2C=2C=NN(C2)CCCCC#N